6-oxo-1,6-dihydropyrimidine-5-carboxylic acid isopropyl ester C(C)(C)OC(=O)C1=CN=CNC1=O